N-(2,4-dimethoxy-6-(4-methoxystyryl)benzyl)-2-fluoro-N-phenylbenzamide COC1=C(CN(C(C2=C(C=CC=C2)F)=O)C2=CC=CC=C2)C(=CC(=C1)OC)C=CC1=CC=C(C=C1)OC